ClC1=CC=C(S1)CNC1=CC(=NN1C(C(C)(C)C)=O)C1CCN(CC1)CCOC1CC1 1-(5-(((5-chlorothiophen-2-yl)methyl)amino)-3-(1-(2-cyclopropoxyethyl)piperidin-4-yl)-1H-pyrazol-1-yl)-2,2-dimethylpropan-1-one